NC=1N=C(SC1C(C1=CC=C(C=C1)CN1N=CC=C1)=O)N(C1=CC=C(C=C1)F)C(C(=O)N)C (N-[4-Amino-5-[4-(pyrazol-1-ylmethyl)benzoyl]thiazol-2-yl]-4-fluoroanilino)propanamid